8-(4-(3-bromopropyl)phenyl)-2,2-diphenyl-6H-[1,3]dioxolo[4,5]chromen-6-one BrCCCC1=CC=C(C=C1)C=1OC=2C3=C(C=CC2C(C1)=O)OC(O3)(C3=CC=CC=C3)C3=CC=CC=C3